N-(3-chlorophenyl)-N-[[5-[[(2,2-difluoroacetyl)amino]carbamoyl]isoxazol-3-yl]methyl]ethanesulfonamide ClC=1C=C(C=CC1)N(S(=O)(=O)CC)CC1=NOC(=C1)C(NNC(C(F)F)=O)=O